methyl 1-ethyl-5,5-difluoro-piperidine-3-carboxylate C(C)N1CC(CC(C1)(F)F)C(=O)OC